N1C=NC2=C1C=CC(=C2)N2C(OC[C@@H]2C2=CC=C(C=C2)N(CCOC)CCOC)=O (S)-3-(1H-Benzo[d]imidazol-5-yl)-4-(4-(bis(2-methoxyethyl)amino)phenyl)oxazolidin-2-on